FC=1C(=CC2=C(N(C=N2)C[C@@H]2CC[C@H](CC2)C(=O)N2OCC[C@H]2C2=COC(=C2)C)C1)C#N trans-6-fluoro-1-((4-((S)-3-(5-methylfuran-3-yl)isoxazolidine-2-carbonyl)cyclohexyl)methyl)-1H-benzo[d]imidazole-5-carbonitrile